C1(CCCC2=CC=CC=C12)CCCCCCCC/C=C/CCCCCCCC(=O)O tetralin-elaidic acid